COC=1C(=C(C2=C(N(C(=N2)C)C)C1)NC)C1=CC=CN2C(=CC=C12)C(=O)C1=CC(=C(C(=C1)F)F)F (8-(6-methoxy-1,2-dimethyl-4-(methylamino)-1H-benzo[d]imidazol-5-yl)indolizin-3-yl)(3,4,5-trifluorophenyl)methanone